N-(2-pyridylmethyl)-N'-(trans-2-aminocyclopentyl)-N'-(5,6,7,8-tetrahydro-8-quinolinyl)-1,4-xylylenediamine N1=C(C=CC=C1)CNCC1=CC=C(C=C1)CN(C1CCCC=2C=CC=NC12)[C@H]1[C@@H](CCC1)N